1,2,3-Benzotriazole N1N=NC2=C1C=CC=C2